O=C1NCCC(C1)C1N(CCC2=CC=CC=C12)C(=O)O 1-(2-oxopiperidin-4-yl)-3,4-dihydroisoquinoline-2(1H)-carboxylic acid